NC1=C(C(=NN1C1CCOCC1)C1=CC(=C(C(=C1)F)CNC(C1=C(C=CC(=C1)F)OC)=O)F)C(=O)N 5-Amino-3-[3,5-difluoro-4-[[(5-fluoro-2-methoxy-benzoyl)amino]methyl]phenyl]-1-tetrahydropyran-4-ylpyrazole-4-carboxamide